COC=1C=NC(=NC1)N1CCN(CC1)C=1C=CC2=C(N=C(O2)C=2C=NC=CC2)C1 5-[4-(5-methoxypyrimidin-2-yl)piperazin-1-yl]-2-(pyridin-3-yl)-1,3-benzoxazole